C(C)S(=O)(=O)C1=C(N=C(N1C)OCC(F)(F)F)N1CC2=NC=C(C=C2C1=O)C(F)(F)F 6-[5-ethylsulfonyl-1-methyl-2-(2,2,2-trifluoroethoxy)imidazol-4-yl]-3-(trifluoromethyl)-7H-pyrrolo[3,4-b]pyridin-5-one